FC1=CC(=CC2=C1OCO2)C=2C(=NC(=CN2)CCCOC)N2CCC(CC2)C(=O)O 1-(3-(7-fluorobenzo[d][1,3]dioxol-5-yl)-6-(3-methoxypropyl)pyrazin-2-yl)piperidine-4-carboxylic acid